C(#N)C[C@@H](C1=CC=C(C=C1)S(=O)(=O)CC)NC(C1=CC(=C(C=C1)N1[C@](CCCC1)(COC(F)F)C1=CC=C(C=C1)C(F)(F)F)F)=O N-((S)-2-cyano-1-(4-(ethylsulfonyl)phenyl)ethyl)-4-((2S,5S)-2-((difluoromethoxy)methyl)(4-(trifluoromethyl)phenyl)piperidin-1-yl)-3-fluorobenzamide